2-(N,N-METHYLETHYLAMINO)THIAZOLE-4-BORONIC ACID B(C1=CSC(=N1)N(C)CC)(O)O